C(#N)C=1C=C2C(=NC1)C1=NC=C(C(=C1N2)NC(C)C)C(=O)OCC ethyl 7-cyano-4-(isopropylamino)-5H-pyrrolo[3,2-b:4,5-b']dipyridine-3-carboxylate